[C@@H]1([C@H](O)[C@@H](O)[C@H](O)[C@H](O1)CO)C1=CC(=C(C=C1)Cl)CC=1SC(=CC1)C1=CC(=CC=C1)C#N 1-(β-D-glucopyranosyl)-4-chloro-3-[5-(3-cyanophenyl)-2-thienylmethyl]benzene